O=C1N(C2=CC=CC=C2C(N1C1C(C1)C1=CC=CC=C1)=O)CC1=CC=C(C(=O)NO)C=C1 4-((2,4-dioxo-3-(2-phenylcyclopropyl)-3,4-dihydroquinazolin-1(2H)-yl)methyl)-N-hydroxybenzamide